ClC(=C)C(Cl)(Cl)Cl 2,3,3,3-tetrachloro-1-propene